Cl.CN1N=C(C=C1C)O 1,5-dimethyl-1H-pyrazole-3-ol hydrochloride